5,6-dihydro-1H-pyrrolo[1,2-b]pyrazol-2(4H)-one N1N2C(=CC1=O)CCC2